(R)-7-(2-Bromoethyl)-1,4-dioxaspiro[4.5]decane BrCC[C@H]1CC2(OCCO2)CCC1